4-Oxo-4-[(2-phenylethyl)amino]butan O=C(CCC)NCCC1=CC=CC=C1